CNS(=O)(=O)C=1NC=CN1 N-methyl-1H-imidazole-2-sulfonamide